(2S,4R)-2-((2-fluoro-4-(4-methylthiazol-5-yl) benzyl) carbamoyl)-4-hydroxypyrrolidine-1-carboxylate FC1=C(CNC(=O)[C@H]2N(C[C@@H](C2)O)C(=O)[O-])C=CC(=C1)C1=C(N=CS1)C